CC=1C=C(C=CC1[N+](=O)[O-])C1CN(C1)C(=O)OC(C)(C)C tert-butyl 3-(3-methyl-4-nitro-phenyl)azetidine-1-carboxylate